8-(bromomethyl)-7-fluoropyrrolo[1,2-c]quinazolin-5(6H)-one BrCC=1C=CC=2C=3N(C(NC2C1F)=O)C=CC3